tert-butyl (S)-4-(5-chloro-4-(3-(ethyl(2-(imidazo[1,2-a]pyridin-3-yl)propan-2-yl)carbamoyl)azetidin-1-yl)pyrimidin-2-yl)-3-methylpiperazine-1-carboxylate ClC=1C(=NC(=NC1)N1[C@H](CN(CC1)C(=O)OC(C)(C)C)C)N1CC(C1)C(N(C(C)(C)C1=CN=C2N1C=CC=C2)CC)=O